Cl.Cl.N[C@@H]1C[C@H](N(CC1)C=1N=C2C(=NC1)N=C(C=C2)SC2=C(C(=NC=C2)N)Cl)C 4-((2-((2R,4S)-4-amino-2-methylpiperidin-1-yl)pyrido[2,3-b]pyrazin-6-yl)thio)-3-chloropyridin-2-amine dihydrochloride